(7-(6-(1-hydroxypropan-2-yl)-4-methylpyridin-3-yl)-2,6-naphthyridin-3-yl)cyclopropanecarboxamide OCC(C)C1=CC(=C(C=N1)C1=NC=C2C=C(N=CC2=C1)C1(CC1)C(=O)N)C